tert-butyl 4-(1-(azidomethyl)cyclopropyl)piperidine-1-carboxylate N(=[N+]=[N-])CC1(CC1)C1CCN(CC1)C(=O)OC(C)(C)C